C(C)(CCC)C1=CC=C(C(=O)C2=C(C(=O)O)C=CC=C2)C=C1 2-(4'-sec-pentylbenzoyl)benzoic acid